Cl.N1CCC(CC1)C1=NC=C(C=N1)O 2-(piperidin-4-yl)pyrimidin-5-ol hydrochloride